diisopropyl decanedioate C(CCCCCCCCC(=O)OC(C)C)(=O)OC(C)C